C1(=CC=CC=C1)S(=O)(=O)OC1=CC=CC=C1 phenyl benzenesulfonate